BrC(CCCO[Si](C)(C)C(C)(C)C)C 4-bromopentyloxy-t-butyldimethylsilane